FC1(CCN(CC1)C=1C=C(C=CC1OC)NC(C1=C(C=C(C=C1)I)N1CC2CC2(CC1)C)=O)F N-(3-(4,4-difluoropiperidin-1-yl)-4-methoxyphenyl)-4-iodo-2-(6-methyl-3-azabicyclo[4.1.0]heptane-3-yl)benzamide